CC=1N=C2N(N=C(C=C2)C2=CNC=3N=C(N=CC32)NCC(C)(C)C)C1 5-(2-methylimidazo[1,2-b]pyridazin-6-yl)-N-neopentyl-7H-pyrrolo[2,3-d]pyrimidin-2-amine